C(N)(OC1CCN(CC1)C1=NC=C(C=C1)C1=C2C=CC=NC2=CC(=N1)OCC)=O (1-(5-(7-ethoxy-1,6-naphthyridin-5-yl) pyridin-2-yl) piperidin-4-yl) carbamate